C1(=CC=C(C=C1)N(C1=CC=C(C=C1)C1=CC=CC=C1)C1=CC=C(C=C1)C1=CC=CC=C1)C1=CC=CC=C1 tris(1,1'-biphenyl-4-yl)amine